(S)-3-chloro-5-(3-(2-chloro-7-(1-methoxyethyl)pyrazolo[1,5-a]pyrimidin-6-yl)ureido)-N-(3-(difluoromethoxy)cyclobutoxy)picolinamide ClC=1C(=NC=C(C1)NC(=O)NC=1C=NC=2N(C1[C@H](C)OC)N=C(C2)Cl)C(=O)NOC2CC(C2)OC(F)F